C(C1=CC=CC=C1)N1C2=NC=NC(=C2N=C1C1=C(C=C(OCC(=O)O)C=C1)Cl)OC1(CC1)C 2-(4-(9-benzyl-6-(1-methylcyclopropoxy)-9H-purin-8-yl)-3-chlorophenoxy)acetic acid